(2-methoxy-ethoxy)-acetic acid COCCOCC(=O)O